BrC1=CC=2N=C(NC(C2S1)=O)C1C(CCC1)NC(OC(C)(C)C)=O tert-butyl [2-(6-bromo-4-oxo-3,4-dihydrothieno[3,2-d]pyrimidin-2-yl)cyclopentyl]carbamate